ClC1=CC(=CC(=C1)[N+](=O)[O-])OC(F)F 1-chloro-3-(difluoromethoxy)-5-nitro-benzene